rac-(3R,4R)-4-tert-butoxycarbonylamino-1-cyclopentyl-piperidine-3-carboxylic acid methyl ester COC(=O)[C@@H]1CN(CC[C@H]1NC(=O)OC(C)(C)C)C1CCCC1 |r|